2'-ethoxy-5-(7-(4-fluoro-2-(trifluoromethyl)phenoxy)-2-azaspiro[4.4]nonan-2-yl)-N-(1-methylazetidin-3-yl)-[2,3'-bipyridine]-6-carboxamide C(C)OC1=NC=CC=C1C1=NC(=C(C=C1)N1CC2(CC1)CC(CC2)OC2=C(C=C(C=C2)F)C(F)(F)F)C(=O)NC2CN(C2)C